CC(CN1N=NC(=C1)C1=C(C=C(C=C1)C(=O)N1CCN(CC1)C=1OC=2C(=NC(=CC2)C)N1)OC)(C)C [4-[1-(2,2-dimethylpropyl)triazol-4-yl]-3-methoxy-phenyl]-[4-(5-methyloxazolo[4,5-b]pyridin-2-yl)piperazin-1-yl]methanone